2-(6-(((1r,3s,5s)-8-azabicyclo[3.2.1]oct-3-yl)oxy)pyridazin-3-yl)-5-(4-amino-1H-pyrazol-1-yl)phenol [C@H]12CC(C[C@H](CC1)N2)OC2=CC=C(N=N2)C2=C(C=C(C=C2)N2N=CC(=C2)N)O